3-(benzyl-(4-(6-chloro-4'-fluorobiphenyl-3-yl)-5-isobutylthiazol-2-yl)amino)propionic acid C(C1=CC=CC=C1)N(CCC(=O)O)C=1SC(=C(N1)C=1C=C(C(=CC1)Cl)C1=CC=C(C=C1)F)CC(C)C